5-amino-1-(5-phospho-β-D-ribosyl)imidazole-4-carboxamide NC1=C(N=CN1[C@H]1[C@H](O)[C@H](O)[C@H](O1)COP(=O)(O)O)C(=O)N